4-((3-(4-(2-(4-methoxy-phenyl)propan-2-yl)thiazol-2-yl)ureido)methyl)-N-(piperidin-4-yl)benzamide COC1=CC=C(C=C1)C(C)(C)C=1N=C(SC1)NC(NCC1=CC=C(C(=O)NC2CCNCC2)C=C1)=O